ClC=1C2=C(N=CN1)N(C(=C2C2=NOC(=C2C(C)=O)C2CC2)C)C(C)C 1-(3-(4-chloro-7-isopropyl-6-methyl-7H-pyrrolo[2,3-d]pyrimidin-5-yl)-5-cyclopropylisoxazol-4-yl)ethan-1-one